3-chloro-1,2,4-thiadiazol ClC1=NSC=N1